1-ethyl-3-methyl-6-(methylamino)pyrimidine-2,4(1h,3h)-dione C(C)N1C(N(C(C=C1NC)=O)C)=O